C(C1=CC=CC=C1)C1(C[C@@H]2[C@@H](CN(C2)C[C@@H](O)C2=CC(=C(C=C2)O)F)C1)O (3aR,5S,6aS)-5-benzyl-2-((S)-2-(3-fluoro-4-hydroxyphenyl)-2-hydroxyethyl)octahydro-cyclopenta[c]pyrrol-5-ol